[W].[Ce].[Sn].N1(C=CC=2C1=NC=CC2)C2=NC(=NC=C2)NC=2C=C(C=CC2OC)NC(\C=C\CN2CCCCC2)=O (E)-N-(3-((4-(1H-pyrrolo[2,3-b]pyridin-1-yl)pyrimidin-2-yl)amino)-4-methoxyphenyl)-4-(piperidin-1-yl)but-2-enamide tin-cerium-tungsten